1-Methyl-2-oxo-4-[4-(4-propoxyphenyl)piperidin-1-yl]-1,2-dihydro-quinoline-3-carbonitrile CN1C(C(=C(C2=CC=CC=C12)N1CCC(CC1)C1=CC=C(C=C1)OCCC)C#N)=O